2,6-bis(p-azidobenzylidene)-4-methylcyclohexanone N(=[N+]=[N-])C1=CC=C(C=C2C(C(CC(C2)C)=CC2=CC=C(C=C2)N=[N+]=[N-])=O)C=C1